(E)-1-(2,4-Dihydroxyphenyl)-3-[4-[(2S,3R,4S,5R,6R)-3,4,5-trihydroxy-6-(hydroxymethyl)oxan-2-yl]oxyphenyl]prop-2-en-1-one OC1=C(C=CC(=C1)O)C(\C=C\C1=CC=C(C=C1)O[C@@H]1O[C@@H]([C@@H]([C@@H]([C@H]1O)O)O)CO)=O